disuccinic acid tartrate C(=O)(O)C(O)C(O)C(=O)O.C(CCC(=O)O)(=O)O.C(CCC(=O)O)(=O)O